C(C)(=O)OC(COCC)C propylene glycol monoethyl ether acetate